O=C(CNC(=O)C1CCC1)NCC=CC(NC1=CC=CC=C1)=O N-(2-oxo-2-((4-oxo-4-(phenylamino)but-2-en-1-yl)amino)ethyl)cyclobutanecarboxamide